1-(6-(aminomethyl)pyrazin-2-yl)dihydropyrimidine-2,4(1H,3H)-dione NCC1=CN=CC(=N1)N1C(NC(CC1)=O)=O